N-(1-amino-2-methylpropan-2-yl)acetamide NCC(C)(C)NC(C)=O